ClC=1C(=C2C=NNC2=CC1F)C=1C=CC=2N(N1)C=C(N2)NC(=O)C2C(C2)F N-(6-(5-chloro-6-fluoro-1H-indazol-4-yl)imidazo[1,2-b]pyridazin-2-yl)-2-fluorocyclopropane-1-carboxamide